1-(2-Methoxyethoxy)-2-methyl-1-oxopropan-2-yl-5-[3-amino-4-(difluoromethyl)-2,6-dioxo-3,6-dihydropyrimidin-1(2H)-yl]-2-bromo-4-fluorobenzoat COCCOC(C(C)(C)OC(C1=C(C=C(C(=C1)N1C(N(C(=CC1=O)C(F)F)N)=O)F)Br)=O)=O